4-tert.butylcyclohexylacrylate C(C)(C)(C)C1CCC(CC1)OC(C=C)=O